ClCCC(=C(C1=CC=CC=C1)C1=CC=C(OCCN(C)CC=2C(=C3CN(C(C3=CC2)=O)C2C(NC(CC2)=O)=O)F)C=C1)C1=CC=CC=C1 3-(5-(((2-(4-(4-chloro-1,2-diphenylbut-1-en-1-yl)phenoxy)ethyl)(methyl)amino)methyl)-4-fluoro-1-oxoisoindolin-2-yl)piperidine-2,6-dione